The molecule is an O-acylcarnitine having 3-hydroxyarachidonoyl as the acyl substituent. It has a role as a metabolite. It is an O-acylcarnitine, an ammonium betaine and a carboxylic ester. It derives from a carnitine. CCCCC/C=C\\C/C=C\\C/C=C\\C/C=C\\CC(CC(=O)OC(CC(=O)[O-])C[N+](C)(C)C)O